(R)-N-(3-((4-hydroxy-1-(3-phenylbutyryl)piperidin-4-yl)methyl)-4-oxo-3,4-dihydroquinazolin-7-yl)-3-morpholinopropionamide OC1(CCN(CC1)C(C[C@@H](C)C1=CC=CC=C1)=O)CN1C=NC2=CC(=CC=C2C1=O)NC(CCN1CCOCC1)=O